C(C)(C)(C)OC(=O)N1CCC(CC1)=CC1=CC(=C(C=C1)C(NC=1SC2=C(N1)C=CC=C2)=O)C 4-(4-(benzo[d]thiazol-2-ylcarbamoyl)-3-methylbenzylidene)piperidine-1-carboxylic acid tert-butyl ester